C1(CCCCCCC1)C(C(=O)NC1=CC=C2C(=C1)NC(C21CCOCC1)=O)NS(=O)(=O)C=1N(N=CC1)C 2-cyclooctyl-2-[(2-methylpyrazol-3-yl)sulfonylamino]-N-(2-oxospiro[indoline-3,4'-tetrahydropyran]-6-yl)acetamide